C(C)C1(COC1)COC(CCCCC(OCC1(COC1)CC)(OCC1(COC1)CC)OCC1(COC1)CC)(OCC1(COC1)CC)OCC1(COC1)CC hexa(3-ethyl-3-oxetanylmethoxy)hexane